2-Trifluoromethyl-4-pyridone FC(C1=NC=CC(C1)=O)(F)F